5,5-difluoro-1-(8-trifluoromethyl-quinolin-5-yl)-piperidin-3-ylamine FC1(CC(CN(C1)C1=C2C=CC=NC2=C(C=C1)C(F)(F)F)N)F